4-(2-(4-(5-chloro-2-(4-(trifluoromethyl)-1H-1,2,3-triazol-1-yl)phenyl)-5-methoxy-2-oxo-pyridin-1(2H)-yl)-2-fluoroacetamido)benzoic acid ClC=1C=CC(=C(C1)C1=CC(N(C=C1OC)C(C(=O)NC1=CC=C(C(=O)O)C=C1)F)=O)N1N=NC(=C1)C(F)(F)F